CN(CCOC1=CC=C2C(=CC=NC2=C1)N)C1COC1 7-{2-[methyl-(oxetan-3-yl)amino]ethoxy}quinolin-4-amine